BrC=1C(=CC(=NC1)CC(C)(O)C)C 1-(5-bromo-4-methylpyridin-2-yl)-2-methylpropan-2-ol